N1(C=NC=C1)C1=CC=C(CN(C2=CC(=NC=C2)CN2C(CNCC2)=O)CC2=CC(=CC=C2)OC)C=C1 1-((4-((4-(1H-imidazol-1-yl)benzyl)(3-methoxybenzyl)amino)pyridin-2-yl)methyl)piperazin-2-one